C(#N)C1=CC=C(C=C1)CC(C#CC1=CC=C(CC#N)C=C1)=C 4-[3-[(4-cyanophenyl)methyl]-3-buten-1-yn-1-yl]benzyl cyanide